(2,2-dimethyl-5-(pyrimidin-5-yl)-1,3-dioxolan-4-yl)methanol CC1(OC(C(O1)CO)C=1C=NC=NC1)C